CC(C)CCC[C@@H](C)[C@H]1CC[C@H]2[C@@H]3CC[C@@H]4C[C@@H](CC[C@]4(C)[C@H]3CC[C@]12C)O 5β-cholestan-3α-ol